tert-Butyl(1-(2,4-dichlorophenyl)-1-oxopropan-2-yl)carbamate C(C)(C)(C)OC(NC(C(=O)C1=C(C=C(C=C1)Cl)Cl)C)=O